tert-Butyl 2-(1-hydroxyethyl)-7-azaspiro[3.5]nonane-7-carboxylate OC(C)C1CC2(C1)CCN(CC2)C(=O)OC(C)(C)C